2,6-diphenylpyrylium C1(=CC=CC=C1)C1=[O+]C(=CC=C1)C1=CC=CC=C1